C1(CC1)COC=1C=C(C=NC1)C=1C=C2C=C(NC2=CC1)C1=CC(=NC=C1)C 5-(5-(cyclopropylmethoxy)pyridin-3-yl)-2-(2-methylpyridin-4-yl)-1H-indole